2-(1-methylpiperidin-4-yl)-6-[4-(1-methyl-1H-pyrazol-4-yl)phenyl]quinazolin-4(3H)-one CN1CCC(CC1)C1=NC2=CC=C(C=C2C(N1)=O)C1=CC=C(C=C1)C=1C=NN(C1)C